N-[tri(hydroxymethyl)methyl]-3-aminopropanesulfonic acid OCC(NCCCS(=O)(=O)O)(CO)CO